N(C1=CC=CC=C1)C1=NC(=NC=C1C)NC=1C=C(C(=C(C1)CO)Br)Cl [5-[(4-anilino-5-methyl-pyrimidin-2-yl)amino]-2-bromo-3-chloro-phenyl]methanol